C(C1=CC=CC=C1)O[C@@H]1[C@@](O[C@@H]2OC(O[C@@H]21)(C)C)(C=C2CC2)COCC2=CC=CC=C2 (3aR,5R,6S,6aR)-6-(benzyloxy)-5-((benzyloxy)methyl)-5-(cyclopropylidenemethyl)-2,2-dimethyltetrahydrofuro[2,3-d][1,3]dioxole